[C@H]12CN(C[C@H](CC1)N2)C=2C=CC(=C(C(=O)N[C@H](C)C=1C=C(C=C(C1)OC)C=1C=C(N(C1)C)C(=O)NC)C2)C 4-[3-[(1R)-1-[[5-[(1R,5S)-3,8-diazabicyclo[3.2.1]oct-3-yl]-2-methyl-benzoyl]amino]ethyl]-5-methoxy-phenyl]-N,1-dimethyl-pyrrole-2-carboxamide